tri(4-methylphenyl)sulfonium hexafluorophosphate F[P-](F)(F)(F)(F)F.CC1=CC=C(C=C1)[S+](C1=CC=C(C=C1)C)C1=CC=C(C=C1)C